C(C)(C)(C)OC(CNCCCC1=NC2=C(C(=CC=C2C(=C1)C=1C=NN(C1)C(=O)OC(C)(C)C)Cl)Cl)=O tert-Butyl 4-(2-(3-((2-(tert-butoxy)-2-oxoethyl)amino)propyl)-7,8-dichloroquinolin-4-yl)-1H-pyrazole-1-carboxylate